ClC=1C=C2C(=NC=NC2=CC1C1=C(C=C(C=C1)F)F)N1CCN(CC1)C(C#CCO)=O 1-(4-(6-chloro-7-(2,4-difluoro-phenyl)quinazolin-4-yl)piperazin-1-yl)-4-hydroxybut-2-yn-1-one